N-ethyl-N-(2,2,2-trifluoroethyl)carbamoyl chloride C(C)N(C(=O)Cl)CC(F)(F)F